2,4-diamino-5,6-dichloropyrimidine NC1=NC(=C(C(=N1)N)Cl)Cl